1-(benzyloxy)guanidine hydrochloride Cl.C(C1=CC=CC=C1)ONC(=N)N